C1=CC=CC=2C3=CC=CC=C3C(C12)COC(=O)N(C1CN(C1)CC1=CC=C(C=C1)C1=CC=C(C=C1)C1=C(C2=C(NC(=N2)OC=2C=CC(=C(C(=O)O)C2)C)C=C1F)F)CC(F)F 5-((5-(4'-((3-((((9H-fluoren-9-yl)methoxy)carbonyl)(2,2-difluoroethyl)amino)azetidin-1-yl)methyl)-[1,1'-biphenyl]-4-yl)-4,6-difluoro-1H-benzo[d]imidazol-2-yl)oxy)-2-methylbenzoic acid